The molecule is the anionic form of a fluorescent dye derived from a polyhalogenated fluorescin. It has a role as a fluorochrome. It is a xanthene dye and a monocarboxylic acid anion. It derives from a fluorescin. It is a conjugate base of a rose bengal free acid. C1=C2C(=C3C=C(C(=O)C(=C3OC2=C(C(=C1I)[O-])I)I)I)C4=C(C(=C(C(=C4Cl)Cl)Cl)Cl)C(=O)[O-]